2-[3-[4-(1-iodoimidazo[1,5-a]pyridin-8-yl)phenyl]-2-oxo-benzimidazol-1-yl]-N-(2,2,2-trifluoroethyl)acetamide IC=1N=CN2C1C(=CC=C2)C2=CC=C(C=C2)N2C(N(C1=C2C=CC=C1)CC(=O)NCC(F)(F)F)=O